2-Difluoromethyl-8-{1-[2-oxo-2-(4-m-tolyl-piperazin-1-yl)-ethyl]-1H-pyrazol-4-yl}-1-propyl-1,7-dihydro-purin-6-one FC(C=1N(C(C=2NC(=NC2N1)C=1C=NN(C1)CC(N1CCN(CC1)C=1C=C(C=CC1)C)=O)=O)CCC)F